ClC=1C=CC2=C(NC(=N2)C(C)C=2N=C3CCCN(C3=CC2)C(=O)OC2CC2)C1 cyclopropyl 6-(1-(6-chloro-1H-benzo[d]imidazol-2-yl)ethyl)-3,4-dihydro-1,5-naphthyridine-1(2H)-carboxylate